N-(6-(4-cyclopropyl-4H-1,2,4-triazol-3-yl)pyridin-2-yl)-5-(1-isopropyl-1H-pyrazol-4-yl)-2-oxo-1,2-dihydropyridine-3-carboxamide C1(CC1)N1C(=NN=C1)C1=CC=CC(=N1)NC(=O)C=1C(NC=C(C1)C=1C=NN(C1)C(C)C)=O